5-(2-(((1-fluorocyclobutyl)methyl)amino)-7H-pyrrolo[2,3-d]pyrimidin-5-yl)-N-(1-methylpiperidin-4-yl)pyrazolo[1,5-a]pyridine-3-carboxamide FC1(CCC1)CNC=1N=CC2=C(N1)NC=C2C2=CC=1N(C=C2)N=CC1C(=O)NC1CCN(CC1)C